S(C)(=O)(=O)OC1COCC1 tetrahydrofuran-3-yl mesylate